molecular nitrogen oxide [N+](#N)[O-]